2-(((2S,4s,6S)-6-((6-fluoroquinoxalin-2-yl)amino)spiro[3.3]heptane-2-yl)oxy)nicotinamide FC=1C=C2N=CC(=NC2=CC1)NC1CC2(CC(C2)OC2=C(C(=O)N)C=CC=N2)C1